CN1N=C(C2=CC=CC=C12)CC(=O)N1C(CCC1)C(=O)N 1-[2-(1-methyl-1H-indazol-3-yl)acetyl]pyrrolidine-2-carboxamide